1-[5-(5-chloro-2-methoxypyridin-4-yl)-1H-pyrazole-3-carbonyl]-N-[(2-cyanophenyl)methyl]piperidine-4-carboxamide ClC=1C(=CC(=NC1)OC)C1=CC(=NN1)C(=O)N1CCC(CC1)C(=O)NCC1=C(C=CC=C1)C#N